NC[C@H](C[C@@H](CNC(OC(C)(C)C)=O)F)NC(OC(C)(C)C)=O di-tert-butyl ((2S,4S)-5-amino-2-fluoropentane-1,4-diyl)dicarbamate